1-benzyl-3,4-bis(chloromethyl)-2,5-dihydro-1H-pyrrole C(C1=CC=CC=C1)N1CC(=C(C1)CCl)CCl